C1(CCCCCCCCCCCO1)=O Dodecanlacton